FC1=CC(=CC=2N(C([C@H](CCC21)NC(=O)N2N=CC(=C2)CC2=NC(=CC=C2)F)=O)C)C#CC(C)(C)O (S)-N-(6-fluoro-8-(3-hydroxy-3-methylbut-1-yn-1-yl)-1-methyl-2-oxo-2,3,4,5-tetrahydro-1H-benzo[b]azepin-3-yl)-4-((6-fluoropyridin-2-yl)methyl)-1H-pyrazole-1-carboxamide